5-Methyl-N4-benzoylcytidine triphosphate P(O)(=O)(OP(=O)(O)OP(=O)(O)O)OC[C@@H]1[C@H]([C@H]([C@@H](O1)N1C(=O)N=C(NC(C2=CC=CC=C2)=O)C(=C1)C)O)O